((3-chloro-2-methylphenyl)amino)-N-(3-fluoro-4-(piperazin-1-yl)phenyl)benzamide ClC=1C(=C(C=CC1)NC1=C(C(=O)NC2=CC(=C(C=C2)N2CCNCC2)F)C=CC=C1)C